3-[1-[[4-(7-phenyl-3H-imidazo[4,5-g]quinoxalin-6-yl)phenyl]methyl]piperidin-4-yl]-1H-benzimidazol-2-one C1(=CC=CC=C1)C=1C(=NC=2C=C3C(=CC2N1)N=CN3)C3=CC=C(C=C3)CN3CCC(CC3)N3C(NC1=C3C=CC=C1)=O